9-(Difluoro-methyl)-7-fluoro-1,4,4-trimethyl-8-(1-methylsulfonyl-1H-indol-4-yl)-5H-[1,2,4]triazolo[4,3-a]quinoxaline FC(C=1C(=C(C=C2NC(C=3N(C12)C(=NN3)C)(C)C)F)C3=C1C=CN(C1=CC=C3)S(=O)(=O)C)F